2-(trifluoromethyl)propionaldehyde FC(C(C=O)C)(F)F